4-Hydroxy-4-methyl-piperidine-1-carboxylic acid (4-methoxy-7-phenyl-thiazolo[4,5-c]pyridin-2-yl)-amide COC1=NC=C(C2=C1N=C(S2)NC(=O)N2CCC(CC2)(C)O)C2=CC=CC=C2